C(#N)C=1C=C2C(C=C(C(C2=CC1)=O)O)=O 6-cyano-2-hydroxynaphthalene-1,4-dione